5,5-difluoro-1,3-dioxane FC1(COCOC1)F